(S)-3-(6-(3-chloro-5-methoxyphenyl)-4-((3-(trifluoromethyl)phenyl)-sulfonyl)-3,4-dihydro-2H-benzo[b][1,4]oxazin-2-yl)propanoic acid ClC=1C=C(C=C(C1)OC)C1=CC2=C(O[C@H](CN2S(=O)(=O)C2=CC(=CC=C2)C(F)(F)F)CCC(=O)O)C=C1